[B].[Al].[Si] silicon-aluminum boron